5-(4-nitrophenyl)oxazole tert-butyl-(1R,5S)-3-(2,7-dichloro-8-fluoropyrido[4,3-d]pyrimidin-4-yl)-3,8-diazabicyclo[3.2.1]octane-8-carboxylate C(C)(C)(C)OC(=O)N1[C@H]2CN(C[C@@H]1CC2)C=2C1=C(N=C(N2)Cl)C(=C(N=C1)Cl)F.[N+](=O)([O-])C1=CC=C(C=C1)C1=CN=CO1